[K].CN(CCCCS(=O)(=O)NC(NC1=C2CCCC2=CC=2CCCC12)=O)C 4-(Dimethylamino)-N-((1,2,3,5,6,7-hexahydro-s-indacen-4-yl)carbamoyl)butane-1-sulfonamide, potassium salt